N-(3-(8-(4,4-difluoro-6-methyl-4,5,6,7-tetrahydro-2H-pyrazolo[3,4-c]pyridin-3-yl)-3-(2,2,2-trifluoroethyl)imidazo[1,2-a]pyridin-2-yl)prop-2-yn-1-yl)-2-methoxy-4-(methylsulfonyl)aniline FC1(C=2C(CN(C1)C)=NNC2C=2C=1N(C=CC2)C(=C(N1)C#CCNC1=C(C=C(C=C1)S(=O)(=O)C)OC)CC(F)(F)F)F